3-(3-bromophenyl)-1-(methylamino)-1-oxopropane BrC=1C=C(C=CC1)CCC(=O)NC